C(C)(C)(C)OC(COC1=CC(=C(C=C1)C1=CC=C(C=C1)C1=N[C@H](C=2N(C3=C1C(=C(S3)C)C)C(=NN2)C)CC(=O)OC)C(F)(F)F)=O methyl {(6S)-4-[4'-(2-t-butoxy-2-oxoethoxy)-2'-(trifluoromethyl)[1,1'-biphenyl]-4-yl]-2,3,9-trimethyl-6H-thieno[3,2-f][1,2,4]triazolo[4,3-a][1,4]diazepin-6-yl}acetate